CC1=NOC(=C1C=1C=CC(NC1)=O)C 5-(3,5-dimethylisoxazole-4-yl)pyridine-2(1H)-one